C(C)N(C=NC1=C(C=C(C(=C1)F)C1(COC1)O)C)C N-ethyl-N'-(5-fluoro-4-(3-hydroxyoxetan-3-yl)-2-methylphenyl)-N-methylformimidamide